2-Bromocyclohexanone BrC1C(CCCC1)=O